CC1=CC=C(C=C1)S(=O)(=O)O[C@@H]1CN(CC1)C1=CC=C(C=C1)N1C=NC(=C1)Br [(3S)-1-[4-(4-bromoimidazol-1-yl)phenyl]pyrrolidin-3-yl] 4-methylbenzenesulfonate